FC=1C(=NC(=NC1)NC1=C(C=CC(=C1)N1CCN(CC1)C)OC)C=1C=C2C(N(C(C2=C(C1)CCC)(C)C)C(=O)OC(C)(C)C)=O tert-butyl 5-(5-fluoro-2-((2-methoxy-5-(4-methylpiperazin-1-yl) phenyl) amino) pyrimidin-4-yl)-7-(2-methylethyl)-1,1-dimethyl-3-oxoisoindoline-2-carboxylate